CC(=CCCC(CC=C)=CC)C 8-methyl-4-ethylidene-1,7-nonadiene